FC(C1=C(C=CC=C1)C1C(NC(C1C1=C(C=CC(=C1)Cl)F)CC(C)(C)C)C(=O)O)(F)F 3-(2-trifluoromethylphenyl)-4-(5-chloro-2-fluorophenyl)-5-neopentylpyrrolidine-2-carboxylic acid